2-bromo-6-(tert-butoxy)-3-fluoropyridine BrC1=NC(=CC=C1F)OC(C)(C)C